P(=O)(OCOC1=C(C(=CC(=C1)CCCCC)OOP(=O)(OC1=CC=CC=C1)OC1=CC=CC=C1)C1=CC(=CC=C1)C)(OC1=CC=CC=C1)OC1=CC=CC=C1 ((6-((diphenoxyphosphoryl) peroxy)-3'-methyl-4-pentyl-[1,1'-biphenyl]-2-yl)oxy)methyl diphenyl phosphate